O[C@@]1([C@@H](CC[C@H](C1)C)C(C)C)C(=O)NCCC=1C=C(C=CC1)CC(=O)OC methyl 2-(3-(2-((1S,2S,5R)-1-hydroxy-2-isopropyl-5-methylcyclohexane-1-carboxamido)ethyl)phenyl)acetate